C(N)(=O)C(C(C)(C)C)NC(=O)C1=NN(C2=CC=CC=C12)CC1=CC=C(C=C1)F N-(1-carbamoyl-2,2-dimethylpropyl)-1-(4-fluorobenzyl)indazole-3-carboxamide